tert-butyl 6-[3-[4-[1-(2,6-dioxo-3-piperidyl)-3-methyl-2-oxo-benzimidazol-5-yl]-1-piperidyl]propoxy]-2-azaspiro[3.3]heptane-2-carboxylate O=C1NC(CCC1N1C(N(C2=C1C=CC(=C2)C2CCN(CC2)CCCOC2CC1(CN(C1)C(=O)OC(C)(C)C)C2)C)=O)=O